ClC=1C=C(OC2=CC(=NC=C2)CNC(=O)[C@H]2N(C[C@@H](C2)O)C([C@H](C(C)(C)C)N2N=NC(=C2)C2CC2)=O)C=CC1 (2S,4R)-N-[[4-(3-chlorophenoxy)-2-pyridyl]methyl]-1-[(2S)-2-(4-cyclopropyltriazol-1-yl)-3,3-dimethyl-butanoyl]-4-hydroxy-pyrrolidine-2-carboxamide